N-hydroxy-2-methyl-2-(methylsulfonyl)-4-(2-oxo-4-(4-(2-phenylacetamido)phenyl)pyridin-1(2H)-yl)butanamide ONC(C(CCN1C(C=C(C=C1)C1=CC=C(C=C1)NC(CC1=CC=CC=C1)=O)=O)(S(=O)(=O)C)C)=O